Cl.C(C)(C)N(C(=O)C=1N=C(SC1)C=1C=NN(C1)C1=CC=CC=C1)C1CCNCC1 N-isopropyl-2-(1-phenyl-1H-pyrazol-4-yl)-N-(piperidin-4-yl)thiazole-4-carboxamide hydrochloride